1-hydroxy-5,6,7,8-tetrahydronaphthalene-2-carbaldehyde OC1=C(C=CC=2CCCCC12)C=O